FC(C=1C=CC(=NC1)OC[C@H](C)NC1=NC=NC(=C1Cl)CC)(F)F (S)-N-(1-((5-trifluoromethylpyridin-2-yl)oxy)propan-2-yl)-5-chloro-6-ethylpyrimidin-4-amine